CNC(C(=C)C)=O N-Methylmethacrylamid